ClC1=C(C=C(C(=C1)C1(COC1)OCC1=C(C=CC=C1F)Cl)C)N=CN(C)CC N'-(2-chloro-4-(3-((2-chloro-6-fluorobenzyl)oxy)oxetan-3-yl)-5-methylphenyl)-N-ethyl-N-methylformimidamide